CN(C(O[C@@H]1CC[C@H](CC1)C(N(C[C@@H]1CC[C@H](CC1)C1=NC(=C(C=C1)OC)C)C1=NC=CC(=C1)C=1N=C(OC1)C1CC1)=O)=O)C trans-4-((4-(2-Cyclopropyloxazol-4-yl)-pyridine-2-yl)((trans-4-(5-methoxy-6-methylpyridin-2-yl)-cyclohexyl)methyl)-carbamoyl)cyclohexyl dimethylcarbamate